(E)-3-(3-methoxy-5-nitrophenyl)prop-2-en-1-ol COC=1C=C(C=C(C1)[N+](=O)[O-])/C=C/CO